N-(5-bromo-2-hydroxyisonicotinyl)-O-((1R,3R)-3-(2-(5,6,7,8-tetrahydro-1,8-naphthyridin-2-yl)ethyl)cyclobutyl)-D-homoserine BrC1=CN=C(C=C1CN[C@H](CCOC1CC(C1)CCC1=NC=2NCCCC2C=C1)C(=O)O)O